P(=O)(OC(CCCCCCC)CCCC)([O-])[O-] butyl-octyl phosphate